tin diiodooxide IOI.[Sn]